FC1=CC=2N(C=C1)C(=CN2)C2=C1CNC(C1=C(C=C2)NC2=NC=C(C=C2)N(C)CCOC)=O 4-(7-fluoroimidazo[1,2-a]pyridin-3-yl)-7-[[5-[2-meth-oxyethyl(meth-yl)amino]-2-pyridyl]amino]isoindolin-1-one